C1(CCCC1)C(=O)N1CC2(CCC1)OCC(N(CC2)CC(=O)O)=O 2-(2-(cyclopentanecarbonyl)-9-oxo-7-oxa-2,10-diazaspiro-[5.6]dodecan-10-yl)acetic acid